1,1-difluoro-2-(iodomethyl)cyclopropane FC1(C(C1)CI)F